4-(3-chloro-1-((4,4-difluorocyclohexyl)methyl)-4-methyl-1H-pyrazole-5-carboxamido)picolinamide ClC1=NN(C(=C1C)C(=O)NC1=CC(=NC=C1)C(=O)N)CC1CCC(CC1)(F)F